C(CCCCCCCCC)C=1SC=CC1CCCCCCCCCC 2,3-didecylthiophene